NC1=NN2C(C=C(C=C2)C=2C=C(C(=O)NCC3=C(C=CC(=C3)C(F)(F)F)F)C(=CN2)OC)=N1 2-(2-amino-[1,2,4]triazolo[1,5-a]pyridin-7-yl)-N-(2-fluoro-5-(trifluoromethyl)benzyl)-5-methoxyisonicotinamide